4-bromo-1-(2,2-difluoroethyl)triazole BrC=1N=NN(C1)CC(F)F